(R)-N-(1-(3-Cyanobenzyl)pyrrolidin-3-yl)-6-morpholinopyridine-3-sulfonamide C(#N)C=1C=C(CN2C[C@@H](CC2)NS(=O)(=O)C=2C=NC(=CC2)N2CCOCC2)C=CC1